N1(CCC1)C=1SC2=C(N=C(N=C2C2=C(C=C(C=C2)C(F)(F)F)F)[C@H]2C[C@@H](OCC2)C=2C=NN(C2)C2CC2)N1 2-(azetidin-1-yl)-5-[(2R,4R)-2-(1-cyclopropylpyrazol-4-yl)tetrahydropyran-4-yl]-7-[2-fluoro-4-(trifluoromethyl)phenyl]thiazolo[4,5-d]pyrimidine